C(#N)C1=CC=CC(=N1)S(=O)O[Na] (6-cyano-2-pyridinyl)sulfinyloxysodium